silver-indium-selenium [Se].[In].[Ag]